BrC=1C=C2CC(CC2=CC1)N1C(N(C=2C=NC=CC21)CC2CCC(CC2)NC(C2=C(N=CC(=C2)Cl)C)=O)=O N-((1r,4r)-4-((1-(5-bromo-2,3-dihydro-1H-inden-2-yl)-2-oxo-1H-imidazo[4,5-c]pyridin-3(2H)-yl)methyl)cyclohexyl)-5-chloro-2-methylnicotinamide